(1H-imidazol-2-ylmethyl)-amine N1C(=NC=C1)CN